NC1=NC2=CC=C(C=C2C=C1C)C(=O)N1C(CCC(C1)C)C=1C=CC2=C(N=CS2)C1 (2-amino-3-methylquinolin-6-yl)(2-(benzo[d]thiazol-5-yl)-5-methylpiperidin-1-yl)methanone